C(#N)C=1C(OC(C1C)(C(F)(F)F)C1=CC=CC=C1)=C(C#N)C#N 2-(3-cyano-4-methyl-5-Phenyl-5-(trifluoromethyl)-2(5H)-furanylidene)-propanedinitrile